4-hydroxy-5-isopropyl-9-methoxy-8-(3-methoxypropoxy)-2-oxo-1,2,5,6-tetrahydrobenzo[h]quinoline-3-carboxamide OC1=C(C(NC=2C3=C(CC(C12)C(C)C)C=C(C(=C3)OC)OCCCOC)=O)C(=O)N